C(#N)C1=CN(C2=CC=C(C=C12)NC(=O)C=1N=CNC(C1)=O)C(C)C N-(3-cyano-1-isopropyl-1H-indol-5-yl)-6-oxo-1,6-dihydropyrimidine-4-carboxamide